1-(2,2-difluoro-1-(4-fluorophenyl)propyl)-3-fluoro-4-(4,4,5,5-tetramethyl-1,3,2-dioxaborolan-2-yl)-1H-pyrazole FC(C(C1=CC=C(C=C1)F)N1N=C(C(=C1)B1OC(C(O1)(C)C)(C)C)F)(C)F